OC1=C(C=CC(=C1)O)C(\C=C\C1=CC=C(C=C1)C(F)(F)F)=O (E)-1-(2,4-Dihydroxyphenyl)-3-[4-(trifluoromethyl)phenyl]prop-2-en-1-one